1-methyl-4-(1-methylethyl)-1,3-cyclohexadiene CC1=CC=C(CC1)C(C)C